4-(3'-acetylamino-[1,1'-biphenyl]-4-yl)-1H-1,2,3-triazole-5-carboxylic acid C(C)(=O)NC=1C=C(C=CC1)C1=CC=C(C=C1)C=1N=NNC1C(=O)O